C(C)(=O)[O-].C(C)(=O)[O-].[Mo+2](=O)=O Molybdenum (VI) dioxide diacetate